(difluoromethyl)-3-(2-((1-(methylsulfonyl)piperidin-4-yl)amino)quinazolin-8-yl)cyclobutan-1-ol FC(F)C1(CC(C1)C=1C=CC=C2C=NC(=NC12)NC1CCN(CC1)S(=O)(=O)C)O